BrC=1C=CC(=NC1)C1N(CC1)C(=O)O (5-Bromopyridin-2-yl)azetidine-1-carboxylic acid